rac-4-{[tert-Butyl(dimethyl)silyl]oxy}-1-cyclopropyl-1-(5-{1-[(triisopropylsilyl)oxy]methyl}-3-thienyl)butan-1-ol [Si](C)(C)(C(C)(C)C)OCCC[C@](O)(C1=CSC(=C1)CO[Si](C(C)C)(C(C)C)C(C)C)C1CC1 |r|